imino({3-[(7-methoxyquinolin-4-yl)methoxy]phenyl})methyl-λ6-sulfanone N=S(=O)CC1=CC(=CC=C1)OCC1=CC=NC2=CC(=CC=C12)OC